BrCCCOC1=CC=C(N(C2=CC=CC=C2)C2=CC=CC=C2)C=C1 4-(3-bromopropyloxy)-N,N-diphenylaniline